[Al+3].C1(=CC=CC=C1)C1=C(C=CC=C1)[O-].CC1=NC2=C(C=CC=C2C(=C1)C)[O-].CC1=NC2=C(C=CC=C2C(=C1)C)[O-] bis(2,4-dimethyl-8-quinolinolate) (2-phenylphenolate) Aluminum